C(C)(=O)C=1NC=C(N1)C(=O)O 2-ACETYL-1H-IMIDAZOLE-4-CARBOXYLIC ACID